3-phenyl-pyrazol C1(=CC=CC=C1)C1=NNC=C1